3-amino-1,1,1-trifluoropropane NCCC(F)(F)F